acryloxynonyl dihydrogen thiophosphate P(=S)(OCCCCCCCCCOC(C=C)=O)(O)O